tert-Butyl (3R)-3-((((2-(4-bromo-6-methyl-1-(tetrahydro-2H-pyran-2-yl)-1H-indazol-5-yl)ethoxy)carbonyl)oxy)methyl)piperidine-1-carboxylate BrC1=C2C=NN(C2=CC(=C1CCOC(=O)OC[C@H]1CN(CCC1)C(=O)OC(C)(C)C)C)C1OCCCC1